N-vinyl-methyl-oxazolidinone C(=C)N1C(OCC1C)=O